tert-butyl 1-(3-(3-methylphenyl)-1,2,4-oxadiazol-5-yl)piperidine-4-carboxylate CC=1C=C(C=CC1)C1=NOC(=N1)N1CCC(CC1)C(=O)OC(C)(C)C